Fluorenylmethoxycarbonyl-β-alanine C1(=CC=CC=2C3=CC=CC=C3CC12)COC(=O)NCCC(=O)O